tert-butyl (5-(2-chloro-5-methoxyphenyl)-1,3,4-thiadiazol-2-yl)carbamate ClC1=C(C=C(C=C1)OC)C1=NN=C(S1)NC(OC(C)(C)C)=O